COC1=NC(=CC=C1C1CCN(CC1)C(=O)OC(C)(C)C)C tert-butyl 4-(2-methoxy-6-methylpyridin-3-yl)piperidine-1-carboxylate